ClC1=C(C=C(C=C1)C1=NN(C(=N1)CC(=O)N[C@@H]1C[C@@H](C2=CC=CC=C12)O)CC)F 2-[3-(4-chloro-3-fluorophenyl)-1-ethyl-1H-1,2,4-triazol-5-yl]-N-[(1R,3S)-3-hydroxy-2,3-dihydro-1H-inden-1-yl]acetamide